C(C(C)C)C=1OC(=CC1C(=O)OC)C1=CC=2N(C=C1)N=CC2C=2C(=NN(C2C)C)C methyl 2-isobutyl-5-[3-(1,3,5-trimethylpyrazol-4-yl)pyrazolo[1,5-a]pyridin-5-yl]furan-3-carboxylate